C(#N)CC(=O)C=1C(=NC=CC1OC)OCCCNC(OC(C)(C)C)=O tert-butyl (3-{[3-(cyanoacetyl)-4-methoxypyridin-2-yl]oxy}propyl)carbamate